OC=1C=C2C(=CC(=NC2=CC1)C(F)(F)F)C 6-hydroxy-4-methyl-2-(trifluoromethyl)quinoline